2-allyl-6-((1-methyl-1H-indazol-5-yl)amino)-1-(6-(piperidin-4-yloxy)pyridin-2-yl)-1,2-dihydro-3H-pyrazolo[3,4-d]pyrimidin-3-one C(C=C)N1N(C2=NC(=NC=C2C1=O)NC=1C=C2C=NN(C2=CC1)C)C1=NC(=CC=C1)OC1CCNCC1